6-(5-(methyl(2,2,6,6-tetramethylpiperidin-4-yl)amino)-1,3,4-thiadiazol-2-yl)quinolin CN(C1=NN=C(S1)C=1C=C2C=CC=NC2=CC1)C1CC(NC(C1)(C)C)(C)C